5,4'-dihydroxy-6,7,8,3'-tetramethoxyflavone OC1=C2C(C=C(OC2=C(C(=C1OC)OC)OC)C1=CC(=C(C=C1)O)OC)=O